fluoro-methacrylate FC=C(C(=O)[O-])C